4-(4-((((4-Chloro-3-(trifluoromethyl)phenyl)amino)carbonyl)amino)phenoxy)-N-methyl-2-pyridinecarboxamide ClC1=C(C=C(C=C1)NC(=O)NC1=CC=C(OC2=CC(=NC=C2)C(=O)NC)C=C1)C(F)(F)F